CC=1C=C(C=CC1)C1NC2=CC=CC=C2C(N1)=O 2-(3-methylphenyl)-2,3-dihydroquinazolin-4(1H)-one